C(C)(C)(C)OC(=O)N1C[C@@H](N(CC1)C(=O)C1=NC=CC=C1)C (3S)-3-methyl-4-(pyridine-2-carbonyl)piperazine-1-carboxylic acid tert-butyl ester